ethyl (S)-2-(2-(3-aminoprop-1-yn-1-yl)-4-(4-(2-(4-(4-chlorophenyl)-2,3,9-trimethyl-6H-thieno[3,2-f][1,2,4]triazolo[4,3-a][1,4]diazepin-6-yl)acetamido)butanamido)phenyl)acetate NCC#CC1=C(C=CC(=C1)NC(CCCNC(C[C@H]1C=2N(C3=C(C(=N1)C1=CC=C(C=C1)Cl)C(=C(S3)C)C)C(=NN2)C)=O)=O)CC(=O)OCC